COC1=CC=CC2=C1OCCO2 8-methoxy-2,3-dihydrobenzo[b][1,4]dioxin